FC1=C(COC2=CC=3C[C@@H]4[C@H](C3C=C2)[C@H]4C(=O)OCC)C=C(C=C1)C=1C(=NC(=CC1)F)C (1S,1aS,6aR)-4-{[2-fluoro-5-(6-fluoro-2-methylpyridin-3-yl)benzyl]oxy}-1,1a,6,6a-tetrahydrocyclopropa[a]indene-1-carboxylic acid, ethyl ester